1-(4-(tert-pentyl)benzyl)piperidin C(C)(C)(CC)C1=CC=C(CN2CCCCC2)C=C1